2,2-dichloro-2-phenoxyacetophenone ClC(C(=O)C1=CC=CC=C1)(OC1=CC=CC=C1)Cl